C(C=C)(=O)N1CCN(CC1)CC1=CC=C(C=C1)[C@H](C)NC=1N=CC2=C(N1)N(C(C=C2)=O)[C@H](C(F)(F)F)C 2-{[(1S)-1-{4-[(4-acryloylpiperazin-1-yl)methyl]phenyl}ethyl]amino}-8-[(2S)-1,1,1-trifluoropropan-2-yl]pyrido[2,3-d]pyrimidin-7(8H)-one